tert-butyl (3-cyclopropyl-4-(7-((3-(piperidin-1-yl)propyl)carbamoyl)benzo[d]imidazo[2,1-b]thiazol-2-yl)benzyl)carbamate C1(CC1)C=1C=C(CNC(OC(C)(C)C)=O)C=CC1C=1N=C2SC3=C(N2C1)C=CC(=C3)C(NCCCN3CCCCC3)=O